4-[3-(4-Acetyl-3-hydroxy-2-propylphenoxy)propoxy]phenoxy-acetic acid C(C)(=O)C1=C(C(=C(OCCCOC2=CC=C(OCC(=O)O)C=C2)C=C1)CCC)O